2-(2-chlorophenyl)-N-[4-(1H-Imidazol-1-yl)-3-sulfamoylphenyl]Acetamide ClC1=C(C=CC=C1)CC(=O)NC1=CC(=C(C=C1)N1C=NC=C1)S(N)(=O)=O